C1(CC1)C1=C(C(=NO1)C1=C(C=CC=C1Cl)Cl)CO[C@@H]1[C@H]2[C@@H](N([C@@H](C1)C2)C2=CC=C(C=N2)C(=O)O)C 6-[(1R,3S,4R,5S)-5-{[5-cyclopropyl-3-(2,6-dichlorophenyl)-1,2-oxazol-4-yl]methoxy}-3-methyl-2-azabicyclo[2.2.1]heptan-2-yl]pyridine-3-carboxylic acid